[2'-((3-tert-butyl-2-hydroxy-5-methylphenyl)(3-methoxypropyl)amino)-5-methyl-3-(2-phenylpropan-2-yl)-[1,1'-biphenyl]-2-ol] zirconium [Zr].C(C)(C)(C)C=1C(=C(C=C(C1)C)N(C1=C(C=CC=C1)C=1C(=C(C=C(C1)C)C(C)(C)C1=CC=CC=C1)O)CCCOC)O